((4-((4-Chlorophenyl)amino)-1-(4-(trifluoromethyl)benzyl)-1H-indol-7-amido)methyl)benzoic acid ClC1=CC=C(C=C1)NC1=C2C=CN(C2=C(C=C1)C(=O)NCC1=C(C(=O)O)C=CC=C1)CC1=CC=C(C=C1)C(F)(F)F